ClC=1C=C(NC2=NC=NC3=CC=C(C=C23)[C@H]2CN(CCC2)C(C=C)=O)C=CC1OCC1=NC=CN=C1 1-[(3S)-3-[4-[3-chloro-4-(pyrazin-2-ylmethoxy)anilino]quinazolin-6-yl]-1-piperidyl]prop-2-en-1-one